ClC(C1OC(OC1)=O)(Cl)Cl 4-trichloromethyl-1,3-dioxolan-2-one